CC1(NC(C2=C1SC=C2)=O)C 6,6-dimethyl-5,6-dihydro-4H-thieno[2,3-c]Pyrrole-4-one